1,4-bis(3-(3-(triethoxysilyl)propoxy)propyl)piperazine C(C)O[Si](CCCOCCCN1CCN(CC1)CCCOCCC[Si](OCC)(OCC)OCC)(OCC)OCC